4-bromobenzamide-1-d BrC1=CCC(C(=O)N)(C=C1)[2H]